2-[[6-(4-Fluorophenyl)-8-methoxy-quinazolin-4-yl]amino]-2-tetrahydropyran-4-yl-ethanol formate C(=O)OCC(C1CCOCC1)NC1=NC=NC2=C(C=C(C=C12)C1=CC=C(C=C1)F)OC